ClC1=C(C(=CC=C1)Cl)C(C)N1N=CC(=C1C)C=1C(=NOC1C=1OC=CC1)C(=O)N (1-(1-(2,6-dichlorophenyl)ethyl)-5-methyl-1H-pyrazol-4-yl)-5-(furan-2-yl)isoxazole-3-carboxamide